4-aminoquinazoline hydrochloride Cl.NC1=NC=NC2=CC=CC=C12